ClC=1C=C(C=C2CCC(C12)NC)C=1SC=C2C1N=CN(C2=O)CC2(CCN(CC2)C(CC(C(F)F)N2N=C(C=C2)F)=O)O 7-(7-chloro-1-(methylamino)-2,3-dihydro-1H-inden-5-yl)-3-((1-(4,4-difluoro-3-(3-fluoro-1H-pyrazol-1-yl)butyryl)-4-hydroxypiperidin-4-yl)methyl)thieno[3,4-d]pyrimidin-4(3H)-one